N1CCC(CC1)N1CCOCC1 4-(piperidin-4-yl)-morpholine